C(C)(=O)[O-].[Pd+2].C(C)(C)(C)OC(=O)N1CCN(CC1)CCOC=1C=C(C=CC1)N1CCOC2(C1)CCN(CC2)C(=O)OCC2=CC=CC=C2.C(C)(=O)[O-] benzyl 4-[3-[2-(4-tert-butoxycarbonylpiperazin-1-yl)ethoxy]phenyl]-1-oxa-4,9-diazaspiro[5.5]undecane-9-carboxylate Palladium (II) acetate